1-ethyl-2,3-dimethylimidazolium ethylsulfate C(C)OS(=O)(=O)[O-].C(C)N1C(=[N+](C=C1)C)C